(R)-1-azido-3-((tert-butyldimethylsilyl)oxy)propan-2-ol N(=[N+]=[N-])C[C@H](CO[Si](C)(C)C(C)(C)C)O